[Cl-].[Cl-].C[SiH](C)[Hf+2](C1C(=CC2=C(C=CC=C12)CC)C)C1C(=CC2=C(C=CC=C12)CC)C dimethylsilyl-bis(2-methyl-4-ethyl-1-indenyl)hafnium dichloride